5-[4-fluoro-6-hydroxy-2-({[2-(oxetan-3-yl)ethyl]amino}methyl)-2,3-dihydro-1H-indol-5-yl]-1λ6,2,5-thiadiazolidine-1,1,3-trione FC1=C2CC(NC2=CC(=C1N1CC(NS1(=O)=O)=O)O)CNCCC1COC1